C1=CC=CC=2C3=CC=CC=C3C(C12)COC(=O)N[C@H](C(=O)O)CC1=CC=C(C=C1)C1=NOC(N1)=O (S)-2-((((9H-fluoren-9-yl)methoxy)carbonyl)amino)-3-(4-(5-oxo-4,5-dihydro-1,2,4-oxadiazol-3-yl)phenyl)propanoic acid